3-(4-bromothien-2-yl)-3-oxopropanoic acid methyl ester COC(CC(=O)C=1SC=C(C1)Br)=O